FC1C(C1)C(=O)NC=1N=C2N(C=C(C=C2)C2=C(C(=CC=C2)F)CNC)C1 2-fluoro-N-(6-(3-fluoro-2-((methylamino)methyl)phenyl)imidazo[1,2-a]pyridin-2-yl)cyclopropanecarboxamide